CC(CN1C=CC2=C1N=CNC2=O)C 7-(2-methylpropyl)-3,7-dihydro-4H-pyrrolo[2,3-d]pyrimidin-4-one